methyl 4-(trifluoromethylsulfonyl)-benzenesulfinate FC(S(=O)(=O)C1=CC=C(C=C1)S(=O)OC)(F)F